(E)-6-(4-(2-(5-cyclopropyl-3-(2,6-dichlorophenyl)isoxazol-4-yl)vinyl)-4-methylpiperidin-1-yl)nicotinic acid C1(CC1)C1=C(C(=NO1)C1=C(C=CC=C1Cl)Cl)/C=C/C1(CCN(CC1)C1=NC=C(C(=O)O)C=C1)C